ClC=1C=C(C(=NC1)OC=1C=C2C(=NC1)N=C(N2C)C(=O)NC2(CCS(CC2)(=O)=O)C)OCC(F)F 6-((5-Chloro-3-(2,2-difluoroethoxy)pyridin-2-yl)oxy)-1-methyl-N-(4-methyl-1,1-dioxidotetrahydro-2H-thiopyran-4-yl)-1H-imidazo[4,5-b]pyridine-2-carboxamide